C(C)(C)(C)OC([C@H](NCC1=CC=CC=C1)CO)=O (benzyl)-D-serine tert-butyl ester